6-Chloro-1-cyclopropyl-7-methoxy-1H-pyrazolo[4,3-c]pyridine ClC1=C(C2=C(C=N1)C=NN2C2CC2)OC